6-amino-9-[(3S,4R)-3-fluoropiperidin-4-yl]-7-(4-phenoxyphenyl)purin-8-one hydrochloride Cl.NC1=C2N(C(N(C2=NC=N1)[C@H]1[C@H](CNCC1)F)=O)C1=CC=C(C=C1)OC1=CC=CC=C1